2-(2,2-dimethylpyrrolidin-1-yl)ethylamine CC1(N(CCC1)CCN)C